3,5'-O-dibenzoylpyridoxine C(C1=CC=CC=C1)(=O)C1(C(N=CC(=C1CO)COC(C1=CC=CC=C1)=O)C)O